(+-)-2,3-dihydroxypropyl-methyl-2,4-dihydroxy-1-methylbenzoate OC(CC=1C(=C(C(C(C(=O)[O-])(C1)C)O)C)O)CO